tert-butyl 3-(4-(1-ethoxyvinyl)phenyl)-3-hydroxypyrrolidine-1-carboxylate C(C)OC(=C)C1=CC=C(C=C1)C1(CN(CC1)C(=O)OC(C)(C)C)O